C(C)(SCCCBr)=O S-(3-bromopropyl) ethanethioate